tert-butyl 3-((4-bromophenyl)(tert-butoxycarbonyl)amino)-2-((tertbutyldimethylsilyl)-oxy)propanoate BrC1=CC=C(C=C1)N(CC(C(=O)OC(C)(C)C)O[Si](C)(C)C(C)(C)C)C(=O)OC(C)(C)C